C(C1=CC=CC=C1)NC[C@@H](C(=O)O)NC(=O)OC(C)(C)C (S)-3-(benzylamino)-2-(tert-butoxycarbonylamino)-propionic acid